benzyl (3S,3aS,6aR)-2-[(2S)-2-amino-2-cyclobutyl-acetyl]-3,3a,4,5,6,6a-hexahydro-1H-cyclopenta[c]pyrrole-3-carboxylate N[C@H](C(=O)N1C[C@H]2[C@@H]([C@H]1C(=O)OCC1=CC=CC=C1)CCC2)C2CCC2